(rac)-5-[6,7-dihydrospiro[pyrazolo[5,1-c][1,4]oxazine-4,3'-pyrrolidin]-2-yl]-3-(trifluoromethyl)pyridin-2-amine-hydrochloride Cl.N1C[C@@]2(CC1)OCCN1C2=CC(=N1)C=1C=C(C(=NC1)N)C(F)(F)F |r|